[Zr].[Na] SODIUM-ZIRCONIUM